FC1=C(C(=C(C(=C1[B-](C1=C(C(=C(C(=C1F)F)F)F)F)(C1=C(C(=C(C(=C1F)F)F)F)F)C1=C(C(=C(C(=C1F)F)F)F)F)F)F)F)F.C(CCCCCCCCCCCCCCCCC)[NH+](CCCCCCCCCCCCCCCCCC)CC(F)F N,N-dioctadecyl-2,2-difluoroethylammonium tetrakis(pentafluorophenyl)borate